C(C)S(=O)(=O)C=1C(=NC=CC1)C1=NC=2C(=NC=C(C2)C(F)(F)F)N1C 2-(3-ethylsulfonyl-2-pyridinyl)-3-methyl-6-trifluoromethylimidazo[4,5-b]Pyridine